bicyclo[1.1.1]pentane-1,3-dicarboxylic acid C12(CC(C1)(C2)C(=O)O)C(=O)O